OC1=C(C=C(C=C1)C=CC(CC(C=C)=O)=O)OC 7-(4-hydroxy-3-methoxyphenyl)-1,6-heptadiene-3,5-dione